C(C(O)CO)C(C(C(=O)[O-])(O)C(C)=O)CCCCCCCCCCCCCCC Glycerylacetylhydroxystearat